5-fluoro-6-(2-methoxyethoxy)-3-(3-{4-[4-(oxetan-3-yl)piperazine-1-carbonyl]phenyl}-1,2-oxazol-5-yl)-1H-indazole p-toluenesulfonate CC1=CC=C(C=C1)S(=O)(=O)O.FC=1C=C2C(=NNC2=CC1OCCOC)C1=CC(=NO1)C1=CC=C(C=C1)C(=O)N1CCN(CC1)C1COC1